FC1=CC=C2C=C(N=C(C2=C1)OC)C(CC(CO)O)O 4-(7-fluoro-1-methoxyisoquinolin-3-yl)butane-1,2,4-triol